CC1=NC=CC(=C1)C1=NNC2=NC=C(C=C21)C(=O)N[C@@H]2CNC[C@H]2C2=C(C=CC=C2)C(F)(F)F 3-(2-methylpyridin-4-yl)-N-((3S,4R)-4-(2-(trifluoromethyl)phenyl)pyrrolidin-3-yl)-1H-pyrazolo[3,4-b]pyridine-5-amide